C(C)(C)(C)OC(=O)N1CCC(CC1)CN1C(C=C(C=C1)C1=CC=CC=C1)=O 4-((2-oxo-4-phenylpyridin-1(2H)-yl)methyl)piperidine-1-carboxylic acid tert-butyl ester